FC=1C=CC(=C(C1)[C@@H]1N(CCC1)C=1C=CC=2N(N1)C(=CN2)C(=O)N[C@H]2COCCC2)SC 6-[(2R)-2-[5-fluoro-2-(methylsulfanyl)phenyl]pyrrolidin-1-yl]-N-[(3R)-oxan-3-yl]imidazo[1,2-b]pyridazine-3-carboxamide